C(C)(C)(C)OC(=O)N1CCN(CCC1)C1=CC(=CC=C1)N.ClC1=CC=C(C=C1)C(C(=O)N)(C)C1CNCC=2N(C3=CC=C(C=C3C21)F)C (4-chlorophenyl)-2-(6-fluoro-9-methyl-2,3,4,9-tetrahydro-1H-pyrido[3,4-b]indol-4-yl)propionamide tert-butyl-4-(3-aminophenyl)-1,4-diazepane-1-carboxylate